tert-butyl 2-(7-(5-fluoro-2-(((3S,4R)-3-hydroxytetrahydro-2H-pyran-4-yl)amino)pyrimidin-4-yl)-1-isopropyl-4-oxo-1,4-dihydroquinolin-2-yl)pyrrolidine-1-carboxylate FC=1C(=NC(=NC1)N[C@H]1[C@@H](COCC1)O)C1=CC=C2C(C=C(N(C2=C1)C(C)C)C1N(CCC1)C(=O)OC(C)(C)C)=O